COC1=CC=C(/C=C/C2=C(C=CC=C2C)C(=O)C2=CC=CC=C2)C=C1 (E)-(2-(4-methoxystyryl)-3-methylphenyl)(phenyl)methanone